C(C1=CC=CC=C1)OC1C(N(C(C1)C)C(=O)[O-])CO 3-(benzyl oxy)-2-(hydroxymethyl)-5-methylpyrrolidine-1-carboxylate